8-(cyclopropylmethoxy)-6-(2,6-dichloro-3,5-dimethoxyphenyl)-2-(methylthio)pyrido[3,4-d]pyrimidine C1(CC1)COC1=NC(=CC2=C1N=C(N=C2)SC)C2=C(C(=CC(=C2Cl)OC)OC)Cl